(1R,4R)-4-(4-(((R)-1-(3-((tert-butoxycarbonyl)amino)-5-(trifluoromethyl)phenyl)ethyl)amino)-Methyl 7-methoxy-2-methylquinazolin-6-yl)cyclohexane-1-carboxylate C(C)(C)(C)OC(=O)NC=1C=C(C=C(C1)C(F)(F)F)[C@@H](C)NC1=NC(=NC2=CC(=C(C(=C12)C)C1CCC(CC1)C(=O)[O-])OC)C